N,7-dibenzyl-1-(4-hydroxybenzyl)octahydro-6H-3,6-methanopyrrolo[3,2-c]pyridine-6-carboxamide C(C1=CC=CC=C1)NC(=O)C12C(C3C(CN1)C(CN3CC3=CC=C(C=C3)O)C2)CC2=CC=CC=C2